C1(C=CC=C1)C([SiH2]O[Si](C)(C)C)[Pt](C[SiH](C)C)(C)C (cyclopentadienyl)dimethyldimethylsilylmethyl-(trimethylsiloxy)silylmethyl-platinum